5-bromo-6-(((1R,3s,5S)-6,6-difluorobicyclo[3.1.0]hexan-3-yl)amino)-N-(4-methoxybenzyl)-N-methylpyridine-3-sulfonamide BrC=1C=C(C=NC1NC1C[C@H]2C([C@H]2C1)(F)F)S(=O)(=O)N(C)CC1=CC=C(C=C1)OC